2-(sec-Butyl)-3-methylbenzo[4,5]imidazo[1,2-a]pyrimidin-4(10H)-one C(C)(CC)C=1N=C2N(C(C1C)=O)C1=C(N2)C=CC=C1